C1(C(C1([2H])[2H])([2H])[2H])C(C(=O)O)=O 2-(cyclopropyl-2,2,3,3-d4)-2-oxoacetic acid